3-(4,4,5,5-tetramethyl-1,3,2-dioxaborolan-2-yl)-N-(2,2,2-trifluoroethyl)pyridin-2-amine CC1(OB(OC1(C)C)C=1C(=NC=CC1)NCC(F)(F)F)C